C1(CCCC1)C1=NOC2=C1N=C(NC2=O)C=2OC=CC2 3-cyclopentyl-5-(furan-2-yl)isoxazolo[4,5-d]pyrimidin-7(6H)-one